C(N)(=N)N1[C@H](CNCC1)C (S)-4-amidino-3-methylpiperazine